C1(=CC=CC2=CC=CC=C12)[C@@H](C)N[C@@H]1CN(CC1)C1=C(C=C(C=C1)CC(=O)O)OC {4-[(3S)-3-{[(1R)-1-(naphthalen-1-yl)ethyl]amino}tetrahydro-1H-pyrrol-1-yl]-3-methoxyphenyl}acetic acid